tert-Butyl 4-[(2-{cyclooctyl[(3-methylisoxazole-4-carbonyl)amino]methyl}7-methoxy-3H-benzimidazol-5-yl)methyl]piperazine-1-carboxylate C1(CCCCCCC1)C(C=1NC2=C(N1)C(=CC(=C2)CN2CCN(CC2)C(=O)OC(C)(C)C)OC)NC(=O)C=2C(=NOC2)C